C[C@@H]1OCC2([C@@H]1N)CCN(CC2)C2=NC(=C(C=1N2C=CN1)C=1C=CC=2N(C1)N=CC2)C (3S,4S)-3-methyl-8-(7-methyl-8-pyrazolo[1,5-a]pyridin-6-yl-imidazo[1,2-c]pyrimidin-5-yl)-2-oxa-8-azaspiro[4.5]decan-4-amine